tert-butyl (3-(methyl(8-(picolinamido)quinolin-4-yl)amino)propyl)carbamate CN(CCCNC(OC(C)(C)C)=O)C1=CC=NC2=C(C=CC=C12)NC(C1=NC=CC=C1)=O